(S)-2-((4-((2-hydroxy-1-phenylethyl)amino)-5-(3-(2-hydroxypropan-2-yl)-1,2,4-oxadiazol-5-yl)pyridin-2-yl)amino)-7,7-dimethylfuro[3,4-d]pyrimidin-5(7H)-one OC[C@H](C1=CC=CC=C1)NC1=CC(=NC=C1C1=NC(=NO1)C(C)(C)O)NC=1N=CC2=C(N1)C(OC2=O)(C)C